tert-butyl (S)-(1-(2-chloro-5-(1-(tetrahydro-2H-pyran-4-yl)-1H-pyrazol-4-yl)pyridin-4-yl)pyrrolidin-3-yl)carbamate ClC1=NC=C(C(=C1)N1C[C@H](CC1)NC(OC(C)(C)C)=O)C=1C=NN(C1)C1CCOCC1